F/C=C(\CNC(OC(C)(C)C)=O)/CS(=O)(=O)C1=CC(=CC=C1)C=1SC=CN1 tert-butyl (E)-(3-fluoro-2-(((3-(thiazol-2-yl)phenyl)sulfonyl)methyl)allyl)-carbamate